C(C1=CC=CC=C1)OC1=C(C(=NC(=C1)Cl)C)C(C)(C)O 2-(4-(benzyloxy)-6-chloro-2-methylpyridin-3-yl)propan-2-ol